CC=1C=C(C=CC1C)NS(=O)(=O)C1=CC=CC=C1 N-(3,4-dimethylphenyl)benzenesulfonamide